C1(=CC=CC=C1)C=1OC[C@@H](N1)C1=CC=CC=C1 (4S)-4,5-dihydro-2,4-diphenyloxazole